tert-butyl 4'-cyclopropyl-5-methoxy[1,1'-biphenyl]-2-carboxylate C1(CC1)C1=CC=C(C=C1)C=1C(=CC=C(C1)OC)C(=O)OC(C)(C)C